9,9-bis[6-(2-hydroxypropoxy)naphthalen-2-yl]fluorene OC(COC=1C=C2C=CC(=CC2=CC1)C1(C2=CC=CC=C2C=2C=CC=CC12)C1=CC2=CC=C(C=C2C=C1)OCC(C)O)C